C(C=C)SSC1=CC=C(C=C1)C1SCCS1 2-(4-(allyldisulfaneyl)phenyl)-1,3-dithiolane